2-[1-[4-[6-(cyclopentyloxy)-2-pyridyl]-2,6-difluoro-phenyl]-4-piperidyl]acetic acid C1(CCCC1)OC1=CC=CC(=N1)C1=CC(=C(C(=C1)F)N1CCC(CC1)CC(=O)O)F